C(C)(C)(C)OC(=O)N[C@H](CN1C(C(=CC=C1)C(=O)OC)=O)C methyl (S)-1-(2-((tert-butoxycarbonyl) amino) propyl)-2-oxo-1,2-dihydropyridine-3-carboxylate